N-(6-chloropyridin-3-yl)-6-((3-isopropyloxetan-3-yl)methoxy)isoquinolin-1-amine ClC1=CC=C(C=N1)NC1=NC=CC2=CC(=CC=C12)OCC1(COC1)C(C)C